Tripropylene glycol methyl ether methacrylate C(C(=C)C)(=O)OCC(OCC(OCC(C)OC)C)C